(E)-5-chloro-3-(2-ethoxyvinyl)-2-methylbenzonitrile ClC=1C=C(C(=C(C#N)C1)C)\C=C\OCC